4-(2-fluoro-4-nitrophenoxy)-6-methylquinoline-7-carboxylic acid methyl ester COC(=O)C1=C(C=C2C(=CC=NC2=C1)OC1=C(C=C(C=C1)[N+](=O)[O-])F)C